(E)-3-((methoxyimino)methyl)-4-(2-morpholinoethoxy)benzoic acid methyl ester COC(C1=CC(=C(C=C1)OCCN1CCOCC1)/C=N/OC)=O